4-chlorobenzyl (R)-(4-(2-(2-(hydroxymethyl)piperidin-1-yl)-2-oxoethyl)phenyl)carbamate OC[C@@H]1N(CCCC1)C(CC1=CC=C(C=C1)NC(OCC1=CC=C(C=C1)Cl)=O)=O